N1C=NCC(=C1)C(=O)[O-] 1,4-dihydropyrimidine-5-carboxylate